FC=1C(=C(C=CC1F)[C@H]1[C@H](O[C@@H]([C@H]1C)C)C(=O)NC1=CC(=NC=C1)C(=O)N)OC (2S,3S,4S,5R)-4-[[3-(3,4-Difluoro-2-methoxy-phenyl)-4,5-dimethyl-tetrahydrofuran-2-carbonyl]amino]pyridin-2-carboxamid